4-((1R,3s,5S,6r)-6-(1-isopropyl-3-(3-(trifluoromethyl)phenyl)-1H-1,2,4-triazol-5-yl)bicyclo[3.1.0]hexan-3-yl)-1,4-oxaazepane C(C)(C)N1N=C(N=C1C1[C@H]2CC(C[C@@H]12)N1CCOCCC1)C1=CC(=CC=C1)C(F)(F)F